(S)-3-(6-bromo-1-methyl-2-oxo-4-(trifluoromethyl)-1,2-dihydro-[3,5'-biquinoline]-8'-yl)-2-(2,6-dichlorobenzoylamino)propionic acid BrC=1C=C2C(=C(C(N(C2=CC1)C)=O)C=1C=2C=CC=NC2C(=CC1)C[C@@H](C(=O)O)NC(C1=C(C=CC=C1Cl)Cl)=O)C(F)(F)F